ethyl 6-(1-isobutyryl-1,2,3,6-tetrahydropyridin-4-yl)-4-(4-nitrophenyl)-[1,2,3]triazolo[1,5-a]pyridine-3-carboxylate C(C(C)C)(=O)N1CCC(=CC1)C=1C=C(C=2N(C1)N=NC2C(=O)OCC)C2=CC=C(C=C2)[N+](=O)[O-]